C1(=CC=CC=C1)C(C1=CC=CC=C1)=NC1=CC(=C(C=C1)N(C)C)C(F)(F)F 4-((diphenylmethylene)amino)-2-(trifluoromethyl)phenyl-N,N-dimethylamine